C(N)(=O)[C@@]1(COCC1)C1=CC=C(C=C1)C1(CC1)C(=O)OCC |r| 2-(±)-Ethyl 1-[4-(3-carbamoyltetrahydrofuran-3-yl)phenyl]cyclopropanecarboxylate